iridium (3-phenylpyridine) C1(=CC=CC=C1)C=1C=NC=CC1.[Ir]